pyrimido[4,5-b][1,4]diazepine N1C=NC=C2C1=NC=CC=N2